2-bromo-N-(4,5-dimethylisothiazol-3-yl)-N-((2-methoxyethoxy)methyl)benzenesulfonamide BrC1=C(C=CC=C1)S(=O)(=O)N(COCCOC)C1=NSC(=C1C)C